4-(5-bromo-2-iodophenyl)piperidine-2,6-dione BrC=1C=CC(=C(C1)C1CC(NC(C1)=O)=O)I